1-(3-hydroxy-5-(((4-(trifluoromethyl)cyclohexyl)methyl)carbamoyl)pyridin-2-yl)-1H-pyrazole-4-carboxylic acid OC=1C(=NC=C(C1)C(NCC1CCC(CC1)C(F)(F)F)=O)N1N=CC(=C1)C(=O)O